7-{2,8-dimethylimidazo[1,2-b]pyridazin-6-yl}-6-fluoro-3-(piperidin-4-yl)quinazolin-4-one CC=1N=C2N(N=C(C=C2C)C2=C(C=C3C(N(C=NC3=C2)C2CCNCC2)=O)F)C1